C(C)(C)(C)N1N=C(C=C1NC1=CC(=NC=C1)OCCCC(C)NC(OC(C)(C)C)=O)[C@@H]1C[C@@H](CC1)O[Si](C)(C)C(C)(C)C tert-butyl (5-((4-((1-(tert-butyl)-3-((1S,3R)-3-((tert-butyldimethylsilyl)oxy)cyclopentyl)-1H-pyrazol-5-yl)amino)pyridin-2-yl)oxy)pentan-2-yl)carbamate